3-O-hydroxyisobutyl-2-O-glyceryl-ascorbic acid OOC1=C(C(=O)O[C@@]1([C@@H](O)CO)CC(C)C)OCC(O)CO